sodium sulfanilic acid sodium salt [Na+].S(=O)(C1=CC=C(C=C1)N)(=O)[O-].[Na+].S(=O)(C1=CC=C(C=C1)N)(=O)[O-]